ClC1=NNC2=C1N=C(NC1=C2C=C(N=C1)N1CCOCC1)C1=C(C=CC=C1F)F 4-(3-chloro-5-(2,6-difluorophenyl)-1,6-dihydropyrazolo[4,3-d]pyrido[4,3-f][1,3]diazepin-9-yl)morpholine